BrC=1C=C2C3=C(NC2=CC1)C1=C(NC(C3)=O)C=CC=N1 9-bromo-7,12-dihydropyrido[3',2':2,3]azepino[4,5-b]indol-6(5H)-one